diazabicyclo[3.3.1]nonane C1CC2CCNN(C1)C2